(S)-3-hydroxy-2-(4-methylphenyl-sulphonamido)-N-(4-morpholinophenyl)propanamide OC[C@@H](C(=O)NC1=CC=C(C=C1)N1CCOCC1)NS(=O)(=O)C1=CC=C(C=C1)C